(S)-1-(4-((5-chloro-2-((1-ethyl-1H-pyrazol-4-yl)amino)-7H-pyrrolo[2,3-d]pyrimidin-4-yl)amino)-6-azaspiro[2.5]octan-6-yl)prop-2-en-1-one ClC1=CNC=2N=C(N=C(C21)N[C@H]2C1(CC1)CCN(C2)C(C=C)=O)NC=2C=NN(C2)CC